monolithium malonate C(CC(=O)O)(=O)[O-].[Li+]